1-(2-bromo-5-fluorophenyl)cyclopropan-1-ol BrC1=C(C=C(C=C1)F)C1(CC1)O